BrC=1C(=CC=2N=CN=C(C2N1)O)F 6-bromo-7-fluoro-pyrido[3,2-d]pyrimidin-4-ol